tri(n-butyl)ammonium C(CCC)[NH+](CCCC)CCCC